2-methyl-5-[2-[[4-(2-phenylethoxy)phenyl]carbamoyl]-4-pyridyl]pyridine-3-carboxylic acid CC1=NC=C(C=C1C(=O)O)C1=CC(=NC=C1)C(NC1=CC=C(C=C1)OCCC1=CC=CC=C1)=O